C(C1=CC=CC=C1)C1=C(C(=O)O)C=CC=C1.C(C)(C)(C)C1=CC=C(C=C1)CCC(=O)O 4-tert-butyl-3-phenylpropionate (benzyl benzoate)